BrC1=CC=CN2C(N=CC=C21)=N 5-bromo-1H-pyrido[1,2-c]pyrimidine-1-imine